C(#N)C=1C=C(C=CC1)C1=CC=CC=2NC(=NC21)C2N(CCCC2)C#N (4-(3-cyanophenyl)-1H-benzo[d]imidazol-2-yl)piperidine-1-carbonitrile